N[N+]1=CC(=CC=C1)C(F)(F)F 1-amino-3-(trifluoromethyl)pyridin-1-ium